ClC1=CC=C(CN2[C@]3(CCN(C3)C(=O)NCC)C(N(CC2=O)C(C)C)=O)C=C1 (S)-6-(4-chlorobenzyl)-N-ethyl-9-isopropyl-7,10-dioxo-2,6,9-triazaspiro[4.5]decane-2-carboxamide